tert-butyl (3S)-6-(benzothiophen-5-yl)-3-methyl-3,4-dihydro-2H-pyridine-1-carboxylate S1C=CC2=C1C=CC(=C2)C2=CC[C@@H](CN2C(=O)OC(C)(C)C)C